tert-butyl (4-{[(2S,3R)-2-cyano-4-oxo-1-{[(1R)-1-phenylethyl]carbamoyl}azetidin-3-yl]methyl}pyridin-2-yl)(4-methoxybenzyl)carbamate C(#N)[C@H]1N(C([C@@H]1CC1=CC(=NC=C1)N(C(OC(C)(C)C)=O)CC1=CC=C(C=C1)OC)=O)C(N[C@H](C)C1=CC=CC=C1)=O